perfluorolauryl phosphate P(=O)(OC(C(C(C(C(C(C(C(C(C(C(C(F)(F)F)(F)F)(F)F)(F)F)(F)F)(F)F)(F)F)(F)F)(F)F)(F)F)(F)F)(F)F)([O-])[O-]